COC1=NC=CC(=C1)C1=NC2=CC=C(C=C2C=C1C1=CC(=NC=C1)OC)NC(=O)NCC(CC)O 1-(2,3-bis(2-methoxypyridin-4-yl)quinolin-6-yl)-3-(2-hydroxybutyl)urea